[N+](=O)([O-])C1=CC=C(OC(CON=C(CC)C=2C(CC(CC2O)CC(C)SCC)=O)C)C=C1 2-{1-[2-(4-nitro-phenoxy)-propoxylimino]-propyl}-5-(2-ethylsulfanyl-propyl)-3-hydroxy-cyclohex-2-enone